5-(2-(bromomethyl)-4-chlorophenyl)-1H-tetrazole BrCC1=C(C=CC(=C1)Cl)C1=NN=NN1